2-methyl-4,6-dibutylphenol CC1=C(C(=CC(=C1)CCCC)CCCC)O